CC1=C(C=CC=C1)CCS(=O)(=O)N(C)C 2-(2-methylphenyl)-N,N-dimethylaminosulfonylethane